ClC1=C(OC=2C=CC(=NC2)N)C=CC(=C1)[N+](=O)[O-] 5-(2-chloro-4-nitrophenoxy)pyridin-2-amine